tert-butyl (S)-2-(((7-((tert-butoxycarbonyl)(4-(pyridin-2-yl)benzyl)amino)-3-cyclopropylpyrazolo[1,5-a]pyrimidin-5-yl)amino)methyl)morpholine-4-carboxylate C(C)(C)(C)OC(=O)N(C1=CC(=NC=2N1N=CC2C2CC2)NC[C@H]2CN(CCO2)C(=O)OC(C)(C)C)CC2=CC=C(C=C2)C2=NC=CC=C2